CC1=NN=CO1 5-methyl-1,3,4-oxadiazole